[(4-methoxyphenyl)methyl](2,2,2-trifluoroethyl)amine COC1=CC=C(C=C1)CNCC(F)(F)F